5-Amino-1-(1-methylcyclopropyl)-3-[4-[([3-[3-(trifluoromethyl)bicyclo[1.1.1]pentan-1-yl]-1,2-oxazol-5-yl]carbamoyl)methyl]phenyl]pyrazole-4-carboxamide NC1=C(C(=NN1C1(CC1)C)C1=CC=C(C=C1)CC(NC1=CC(=NO1)C12CC(C1)(C2)C(F)(F)F)=O)C(=O)N